[C@@H]12CNC[C@@H](N1)C2 (1R,5S)-3,6-diazabicyclo[3.1.1]heptan